tert-butyl 7-(2-(aminomethyl)-3-methoxy-3-oxopropyl)-1H-indole-1-carboxylate NCC(CC=1C=CC=C2C=CN(C12)C(=O)OC(C)(C)C)C(=O)OC